FC(C(=O)O)(CC)C fluoro-2-methylbutanoic acid